C(CCCCCCCCCCCCCCC)(=O)N1[C@@H](CCC1)C(=O)N1C(CCC1)C(=O)O 1-((S)-1-palmitoylpyrrolidine-2-carbonyl)pyrrolidine-2-carboxylic acid